P(=O)(OC=C)OP(=O)[O-].[Na+] sodium vinyl diphosphonate